3-oxo-8-azabicyclo[3.2.1]octane-8-carbonitrile O=C1CC2CCC(C1)N2C#N